6-[5-[(1S)-1-[[6-chloro-8-(trifluoromethyl)quinazolin-4-yl]amino]ethyl]-1,2,4-triazol-1-yl]pyridazin-3-ol ClC=1C=C2C(=NC=NC2=C(C1)C(F)(F)F)N[C@@H](C)C1=NC=NN1C1=CC=C(N=N1)O